B1OOCC1 3,2-dioxaborolane